tert-butyl 4-(2-(1-(2,6-dioxopiperidin-3-yl)-3-methyl-2-oxo-2,3-dihydro-1H-benzo[d]imidazol-4-yl)ethoxy)piperidine-1-carboxylate O=C1NC(CCC1N1C(N(C2=C1C=CC=C2CCOC2CCN(CC2)C(=O)OC(C)(C)C)C)=O)=O